4-((2S,3S,4R,5S)-3-(2-(difluoromethoxy)-3,4-difluorophenyl)-4,5-dimethyl-5-(trifluoromethyl)tetrahydrofuran-2-carboxamido)-N-methylpicolinamide FC(OC1=C(C=CC(=C1F)F)[C@H]1[C@H](O[C@@]([C@@H]1C)(C(F)(F)F)C)C(=O)NC1=CC(=NC=C1)C(=O)NC)F